1-cyclopropyl-8-[[(1R)-1-[3-(1,1-difluoro-2-hydroxy-2-methyl-propyl)-2-methyl-phenyl]ethyl]amino]-3-(methoxymethyl)-3,5-dimethyl-pyrrolo[3,2-g]phthalazin-2-one C1(CC1)N1C(C(C=2C=C3C(=NN=C(C3=CC21)N[C@H](C)C2=C(C(=CC=C2)C(C(C)(C)O)(F)F)C)C)(C)COC)=O